CCOC(=O)C(=C)C ETHYL METHYlACRYLATE